C1(=CC=CC2=CC=CC=C12)[C@@H](C)N1CCC(CC1)N(S(=O)(=O)C)CC(=O)NC1CN(C(C1)=O)CC#C 2-(N-(1-((R)-1-(naphthalen-1-yl)ethyl)piperidin-4-yl)methylsulfonamido)-N-(5-oxo-1-(prop-2-yn-1-yl)pyrrolidin-3-yl)acetamide